[N+](=O)([O-])C1=CC=C(CN2C(CO[C@@H](C2)CO)=O)C=C1 (S)-4-(4-nitrobenzyl)-6-(hydroxymethyl)morpholin-3-one